7-(imidazo[1,2-a]pyridin-6-yl)-6-(m-tolyl)-2,3-dihydropyrazolo[5,1-b]oxazole N=1C=CN2C1C=CC(=C2)C=2C(=NN1C2OCC1)C=1C=C(C=CC1)C